OC=1C=C(C=CC1O)/C=C/C(=O)C1=CC=C(C=C1)F (E)-3-(3,4-Dihydroxyphenyl)-1-(4-fluorophenyl)prop-2-en-1-one